C(#N)C1=CC=C(C=C1)C(C(=O)NC1=CC(=NO1)C(F)(F)F)C1CC(CC1)(F)F rac-2-(4-Cyanophenyl)-2-(3,3-difluorocyclopentyl)-N-(3-(trifluoromethyl)isoxazol-5-yl)acetamide